hexafluoro-valine FC(C([C@H](N)C(=O)O)C(F)(F)F)(F)F